NC1=CC(=C(C=C1)C=1CCN(CC1)C(=O)OC(C)(C)C)[N+](=O)[O-] tert-butyl 4-(4-amino-2-nitrophenyl)-1,2,3,6-tetrahydropyridine-1-carboxylate